2-(1-methyl-1H-pyrazol-3-yl)pyrimidin-4-ol sulfur [S].CN1N=C(C=C1)C1=NC=CC(=N1)O